6'-(((1S,3S)-3-((6-Bromo-3H-imidazo[4,5-b]pyridin-2-yl)amino)cyclopentyl)amino)-5-(2-methylpyrimidin-5-yl)-2H-[1,3'-bipyridin]-2-one BrC=1C=C2C(=NC1)NC(=N2)N[C@@H]2C[C@H](CC2)NC2=CC=C(C=N2)N2C(C=CC(=C2)C=2C=NC(=NC2)C)=O